C(=C)C1=C2C(=NC=C1)C(=C(N2COCC[Si](C)(C)C)C2=CC(=NC=C2)NC(CC2=CC=C(C=C2)F)=O)C2=NC=CC=C2 N-{4-[7-ethenyl-3-(pyridin-2-yl)-1-{[2-(trimethylsilyl)ethoxy]methyl}-1H-pyrrolo[3,2-b]pyridin-2-yl]pyridin-2-yl}-2-(4-fluorophenyl)acetamide